8-chloro-2-(methylthio)pyrido[4',3':4,5]thieno[2,3-d]pyrimidin-4-ol ClC1=NC=CC2=C1SC=1N=C(N=C(C12)O)SC